N[C@@H]1CN(CC[C@H]1F)C1=NC2=C(N1CC(=O)N(CC1COCC1)C)C=C(C(=C2)F)F 2-(2-((3R,4R)-3-amino-4-fluoropiperidin-1-yl)-5,6-difluoro-1H-benzo[d]imidazol-1-yl)-N-methyl-N-((tetrahydrofuran-3-yl)methyl)acetamide